O(C1=CC=CC=C1)C1(C=2C1=CC=C1C3=CC=CC=C3CC21)OC2=CC=CC=C2 diphenoxymethanofluorene